(R)-3-bromo-phenylmethyl sulfoxide BrC=1C=C(C=CC1)CS(=O)CC1=CC(=CC=C1)Br